ClC=1C(=NC(=NC1)NC=1C=NN(C1)C)C1=CC=C2CN(C(C2=C1)=O)[C@@H](C(=O)N[C@H](CO)C1=NC(=CC=C1)N(C)C)C (2R)-2-(6-{5-Chloro-2-[(1-methyl-1H-pyrazol-4-yl)amino]pyrimidin-4-yl}-1-oxo-2,3-dihydro-1H-isoindol-2-yl)-N-[(1S)-1-[6-(dimethylamino)pyridin-2-yl]-2-hydroxyethyl]propanamid